1-{2-[1-(cyclopropylmethyl)-1H-pyrrolo[2,3-b]pyridin-2-yl]-7-methoxy-1-methyl-1H-1,3-benzodiazole-5-carbonyl}-5-hydroxypiperidine-3-carboxylic acid methyl ester COC(=O)C1CN(CC(C1)O)C(=O)C1=CC2=C(N(C(=N2)C2=CC=3C(=NC=CC3)N2CC2CC2)C)C(=C1)OC